(S)-N-(2-chloro-4-fluoro-3-((5-fluoro-3-methyl-4-oxo-3,4-dihydroquinazolin-6-yl)amino)phenyl)-3-fluoropyrrolidine-1-sulfonamide ClC1=C(C=CC(=C1NC=1C(=C2C(N(C=NC2=CC1)C)=O)F)F)NS(=O)(=O)N1C[C@H](CC1)F